C(C)(C)(C)OC(=O)N1CCN(CC1)C(C(C)(C)OC1=CC(=CC=C1)N1C[C@@H](CCC1)C(N(C1CC1)CC1=C(C=C(C=C1)Br)OC(F)(F)F)=O)=O.CC1=CC(=C(C=C1C)C)C 2,3,5,6-tetramethyl-benzene tert-butyl-(R)-4-(2-(3-(3-((4-bromo-2-(trifluoromethoxy)benzyl)(cyclopropyl)carbamoyl)piperidin-1-yl)phenoxy)-2-methylpropanoyl)piperazine-1-carboxylate